(R)-7-(4-((6-amino-9H-purin-9-yl)methyl)-6-(3,4-difluorophenyl)pyridin-3-yl)-3-oxa-1,7-diazaspiro[4.5]decan-2-one NC1=C2N=CN(C2=NC=N1)CC1=C(C=NC(=C1)C1=CC(=C(C=C1)F)F)N1C[C@@]2(COC(N2)=O)CCC1